1-((1S,5S)-6,6-dimethylbicyclo[3.1.1]heptan-2-yl)pent-4-en-1-ol (6Z,9Z,28Z,31Z)-heptatriaconta-6,9,28,31-tetraen-19-yl-4-(dimethylamino)butanoate CCCCC\C=C/C\C=C/CCCCCCCCC(CCCCCCCC\C=C/C\C=C/CCCCC)C(C(=O)OC(CCC=C)C1[C@H]2C([C@@H](CC1)C2)(C)C)CCN(C)C